(4R,6R)-4-fluoro-6-phenyl-5,6-dihydro-4H-pyrrolo[1,2-b]pyrazole-2-carboxylic acid F[C@@H]1C[C@@H](N2N=C(C=C21)C(=O)O)C2=CC=CC=C2